FC(C1=C(C=CC(=C1)C(F)(F)F)C1CCC2=C(N(C1=O)CC#CC=1N=NC(=CC1)CS(=O)(=O)C)C=CC(=C2)F)(F)F 3-(2,4-bis(trifluoromethyl)phenyl)-7-fluoro-1-(3-(6-(methylsulfonylmethyl)pyridazin-3-yl)prop-2-ynyl)-4,5-dihydro-1H-benzo[b]azepin-2(3H)-one